(4Z)-4-[(1-benzofuran-5-yl)methylidene]-2-(phenylamino)-4,5-dihydro-1H-imidazol O1C=CC2=C1C=CC(=C2)\C=C\2/N=C(NC2)NC2=CC=CC=C2